(R)-N,N-diisopropyl-3-(2-hydroxy-5-methylphenyl)-3-phenylpropylamine L(+)-tartrate C(=O)(O)[C@H](O)[C@@H](O)C(=O)O.C(C)(C)N(C(C)C)CC[C@H](C1=CC=CC=C1)C1=C(C=CC(=C1)C)O